[Co]=O.[Sr].[La] lanthanum strontium cobalt oxide